FC(C1=NN2C(N=C(C=C2NC[C@H](C2=CC=C(C=C2)F)N2CC3(C2)[C@@H](CC3)O)C(F)(F)F)=C1)(F)F (R)-2-((S)-2-((2,5-bis(trifluoromethyl)pyrazolo[1,5-a]pyrimidin-7-yl)amino)-1-(4-fluorophenyl)ethyl)-2-azaspiro[3.3]heptan-5-ol